COC(C1=CN=C(C=C1C1=C(C=C2C=CN(C2=C1)C)OC)C)=O 4-(5-methoxy-1-methyl-1H-indol-6-yl)-6-methylnicotinic acid methyl ester